2-(p-bromophenyl)-4-fluoro-2H-pyrazole BrC1=CC=C(C=C1)N1N=CC(=C1)F